(S)-3-(4-(4-((14-azido-3,6,9,12-tetraoxatetradecyl)oxy)naphthalen-1-yl)phenyl)-3-((S)-3-hydroxy-2-(4-((4-methylpyridin-2-yl)amino)butanamido)propanamido)propanoic acid N(=[N+]=[N-])CCOCCOCCOCCOCCOC1=CC=C(C2=CC=CC=C12)C1=CC=C(C=C1)[C@H](CC(=O)O)NC([C@H](CO)NC(CCCNC1=NC=CC(=C1)C)=O)=O